C(#N)C1=CC(=C(C=C1)COC1=CC=CC(=N1)C=1C=C(C(=NC1)CC=1N(C2=C(N1)C=CC(=C2)C(=O)O)CCOC)F)F 2-{[5-[6-[(4-cyano-2-fluoro-phenyl)methoxy]-2-pyridyl]-3-fluoro-2-pyridinyl]Methyl}-3-(2-methoxyethyl)benzimidazole-5-carboxylic acid